FC1(CCN(CC1)C1=NC(=CC(=N1)C=1N=NN(C1)C1=C(C=C(C=C1)C(CO)S(=O)(=O)N)N1CCC2(CC2)CC1)C)F (4-(4-(2-(4,4-difluoropiperidin-1-yl)-6-methylpyrimidin-4-yl)-1H-1,2,3-triazol-1-yl)-3-(6-azaspiro[2.5]oct-6-yl)phenyl)-2-hydroxyethanesulfonamide